tert-butyl-(1-(4-hydroxyphenylethyl)-2,5-dioxopyrrolidin-3-yl) carbamate C(N)(OC1(C(N(C(C1)=O)CCC1=CC=C(C=C1)O)=O)C(C)(C)C)=O